ClC=1C2=CN(N=C2C(=C(C1)C1=CC=C(C=C1)[C@@H]1[C@H](CNCC1)F)Cl)C(C(=O)NC=1SC=CN1)C1=C2N(C=N1)C[C@@H](C2)F |&1:16,17| 2-(4,7-Dichloro-6-(4-(rac-(3R,4R)-3-fluoropiperidin-4-yl)phenyl)-2H-indazol-2-yl)((R)-6-fluoro-6,7-dihydro-5H-pyrrolo[1,2-c]imidazol-1-yl)-N-(thiazol-2-yl)acetamide